methyl N-methyl-N-(1-((R)-1-tritylaziridine-2-carbonyl) piperidine-4-carbonyl)-L-valinate CN([C@@H](C(C)C)C(=O)OC)C(=O)C1CCN(CC1)C(=O)C1[N@@](C1)C(C1=CC=CC=C1)(C1=CC=CC=C1)C1=CC=CC=C1